FC=1C(=C(C=CC1F)[C@@H]1[C@H](O[C@]([C@H]1C)(C(F)(F)F)C)C(=O)NC1=CC(=NC=C1)C(=O)N)C (2S,3R,4S,5R)-4-[[3-(3,4-Difluoro-2-methyl-phenyl)-4,5-dimethyl-5-(trifluoromethyl)tetrahydrofuran-2-carbonyl]amino]pyridin-2-carboxamid